PROPANEEN C=CC